2-(2-oxo-3-(trifluoromethyl)pyridin-1(2H)-yl)acetic acid O=C1N(C=CC=C1C(F)(F)F)CC(=O)O